7-((3,4-difluorobenzyl)oxy)-3,4-dimethyl-2H-carbazol-2-one FC=1C=C(COC=2C=CC3=C4C(=C(C(C=C4N=C3C2)=O)C)C)C=CC1F